OC(COC(C(C(CCCCCCCCCCCCCCC)O)CCCCCCCCCCCCCC)=O)CO 3-hydroxy-2-tetradecyl-octadecanoic acid-2,3-dihydroxypropyl ester